trans-N1-(5-(1-(2,2-difluoroethyl)-2-methyl-1H-imidazo[4,5-b]pyridin-6-yl)pyrrolo[2,1-f][1,2,4]triazin-2-yl)cyclobutane-1,3-diamine FC(CN1C(=NC2=NC=C(C=C21)C=2C=CN1N=C(N=CC12)N[C@@H]1C[C@H](C1)N)C)F